1-[(1S,4S,5S)-2-azabicyclo[2.2.1]hept-5-yloxy]-7-(propan-2-yloxy)isoquinoline-6-carboxamide [C@@H]12NC[C@@H]([C@H](C1)OC1=NC=CC3=CC(=C(C=C13)OC(C)C)C(=O)N)C2